OC1=CC(=C(C2=C1C(C=C(O2)C2=CC=C(C=C2)O)=O)CN2C(CNCC2)C2=CC=NC=C2)O 5,7-dihydroxy-2-(4-hydroxyphenyl)-8-((4-pyridylpiperazin-1-yl)methyl)-4H-benzopyran-4-one